ethyl 8-cyclobutyl-6-(1,1,2,2,2-pentafluoroethyl)imidazo[1,2-a]quinoline-2-carboxylate C1(CCC1)C1=CC(=C2C=CC=3N(C2=C1)C=C(N3)C(=O)OCC)C(C(F)(F)F)(F)F